CC1(OB(OC1(C)C)C1=C(C=CC=2C=COC21)C)C 4,4,5,5-tetramethyl-2-(6-methylbenzofuran-7-yl)-1,3,2-dioxaborolane